methyl (2R)-3-[3-[(1R)-6-(2-hydroxyethylsulfonyl)-1,5,5-trimethyl-1-(methylaminocarbamoyl)hexyl]phenyl]-2-methyl-propanoate OCCS(=O)(=O)CC(CCC[C@](C(NNC)=O)(C)C=1C=C(C=CC1)C[C@H](C(=O)OC)C)(C)C